1-(2,4-Dichloropyrimidin-5-yl)propan-1-one ClC1=NC=C(C(=N1)Cl)C(CC)=O